NC=1C(=NC(=CN1)C1=CC=C(C=C1)N1CCN(CC1)C)C1NC(=NN1C)C(=O)N 5-{3-amino-6-[4-(4-methylpiperazin-1-yl)phenyl]pyrazin-2-yl}-1-methyl-1,2,4-triazacyclopentene-3-carboxamide